3-aminoglutarimide HCl salt Cl.NC1CC(=O)NC(C1)=O